(6-bromo-1-oxoisoindol-2-yl)-2-(5-chloro-2-methoxyphenyl)acetic acid BrC1=CC=C2CN(C(C2=C1)=O)C(C(=O)O)C1=C(C=CC(=C1)Cl)OC